[I-].CC1N(C2=CC=CC=C2C1(C)C)CCC 2,3,3-trimethyl-1-propyl-3H-indole iodide